P(=O)(=O)N1CCC2=CC(=CC=C12)N Phosphoindolin-5-amine